5-amino-N-(cyclopropylmethyl)-2-morpholinylbenzamide NC=1C=CC(=C(C(=O)NCC2CC2)C1)N1CCOCC1